(E)-1-(3,5-dihydroxy-phenyl)-10-hydroxy-1-undecen-6-one OC=1C=C(C=C(C1)O)\C=C\CCCC(CCCC(C)O)=O